[1-[3-(4H-1,2,4-triazol-3-yl)phenyl]pyrazolo[3,4-b]pyridin-5-yl]methanone N=1N=C(NC1)C=1C=C(C=CC1)N1N=CC=2C1=NC=C(C2)C=O